tert-Butyl 2-(2-formylphenyl)-5-(trifluoromethyl)piperidine-1-carboxylate C(=O)C1=C(C=CC=C1)C1N(CC(CC1)C(F)(F)F)C(=O)OC(C)(C)C